calcium sulfide hydrate calcium [Ca+2].O.[S-2].[Ca+2].[S-2]